3,4-dihydro-2H-1λ2-1,8-naphthyridine [N]1CCCC2=CC=CN=C12